(R)-N-(4-(5-methylisoxazol-4-yl)phenyl)-5,6,7,8-tetrahydroisoquinolin-8-yl-propionamide CC1=C(C=NO1)C1=CC=C(C=C1)NC([C@H](C)C1CCCC=2C=CN=CC12)=O